N-acetyl-aspartylglutamic acid (N-Acetylaspartylglutamate) C(C)(=O)N[C@@H](CC(=O)O)C(=O)N[C@@H](CCC(=O)O)C(=O)O.C(C)(=O)N[C@@H](CC(=O)O)C(=O)N[C@@H](CCC(=O)O)C(=O)O